butyl (3-benzylidenecyclobutyl)(methyl)carbamate C(C1=CC=CC=C1)=C1CC(C1)N(C(OCCCC)=O)C